(S)-tert-Butyl 3-(4-(2-(2-(benzo[d]oxazole-2-carbonyl)pyrrolidin-1-yl)-2-oxoethylcarbamoyl)quinolin-7-yl)benzoate O1C(=NC2=C1C=CC=C2)C(=O)[C@H]2N(CCC2)C(CNC(=O)C2=CC=NC1=CC(=CC=C21)C=2C=C(C(=O)OC(C)(C)C)C=CC2)=O